Cl.ClC1=C(C=NC2=CC(=C(C=C12)OC)OC)[N+](=O)[O-] 4-chloro-6,7-dimethoxy-3-nitroquinoline hydrochloride